COC(=O)C=1SC(=C(N1)C)OC1=C(C=C(C=C1)N1N=CN(C1=O)CC1=C(C=CC=C1F)F)F (4-(4-(2,6-difluorobenzyl)-5-oxo-4,5-dihydro-1H-1,2,4-triazol-1-yl)-2-fluorophenoxy)-4-methylthiazole-2-carboxylic acid methyl ester